P(=O)(OC[C@]1(N2CCC(C1=O)CC2)COC)(OC[C@]2(N1CCC(C2=O)CC1)COC)OCC1=CC=CC=C1 Bis(((1S,2R,4S)-2-(methoxymethyl)-3-oxoquinuclidin-2-yl) methyl) benzyl phosphate